NCCCCCN PENTAMETHYLENEDIAMINE